benzyl N-[4,4-dimethyl-5-oxo-5-[2-[(3R)-3-(tert-butoxycarbonylamino)-5-[(4-chlorophenyl)methyl]-8-fluoro-4-oxo-2,3-dihydro-1,5-benzothiazepine-7-carbonyl]hydrazino]pentyl]carbamate CC(CCCNC(OCC1=CC=CC=C1)=O)(C(NNC(=O)C=1C(=CC2=C(N(C([C@H](CS2)NC(=O)OC(C)(C)C)=O)CC2=CC=C(C=C2)Cl)C1)F)=O)C